COC1=C(C=CC(=C1)N(C1CCN(CC1)C)C)N1C=NC(=C1)NC=1N=CC(=NC1)C#N 5-((1-(2-Methoxy-4-(methyl(1-methylpiperidin-4-yl)amino)phenyl)-1H-imidazol-4-yl)amino)pyrazine-2-carbonitrile